1-(3-amino-5-chlorophenyl)cyclopropanesulfonamide NC=1C=C(C=C(C1)Cl)C1(CC1)S(=O)(=O)N